C(C)(C)(C)OC(NC12COC(CC1)(CC2)C#C)=O (1-ethynyl-2-oxabicyclo[2.2.2]oct-4-yl)carbamic acid tert-butyl ester